[2-(HEPTYLOXY)PHENYL]BORANEDIOL C(CCCCCC)OC1=C(C=CC=C1)B(O)O